1-(6-chloro-3-(2-(methoxymethyl)(N-morpholinyl))pyridin-2-yl)-N,N-dimethylmethylamine ClC1=CC=C(C(=N1)CN(C)C)N1CC(OCC1)COC